1,2,5-trimercapto-4-thiapentane SCC(CSCS)S